C(C)[S+](C1=CC=CC=C1)C1=CC=CC=C1 ethyldiphenyl-sulfonium